C(N)(=O)C=1C=C(C=CC1F)NC(=O)[C@@H]1O[C@@]([C@H]([C@@H]1C1=C(C(=C(C=C1)F)F)OC(F)F)C)(C(F)(F)F)C (2R,3R,4S,5S)-N-(3-carbamoyl-4-fluorophenyl)-3-(2-(difluoromethoxy)-3,4-difluorophenyl)-4,5-dimethyl-5-(trifluoromethyl)tetrahydrofuran-2-carboxamide